ClC=1C(=C(C(=O)O)C=C(N1)Cl)F 2,6-dichloro-3-fluoroisonicotinic acid